1-(Oxazol-5-ylmethyl)-3-(4-((4-phenylthiazol-2-yl)amino)phenyl)urea O1C=NC=C1CNC(=O)NC1=CC=C(C=C1)NC=1SC=C(N1)C1=CC=CC=C1